CN1N=CC(=C1C)C1=NN=C(O1)C(=O)N1[C@H](C2=C(CC1)NC=N2)C2=NN1C(C=CC=C1)=C2 (R)-(5-(1,5-dimethyl-1H-pyrazol-4-yl)-1,3,4-oxadiazol-2-yl)(4-(pyrazolo[1,5-a]pyridin-2-yl)-6,7-dihydro-1H-imidazo[4,5-c]pyridin-5(4H)-yl)methanone